(S)-(1-aminopropan-2-yl)sulfonamide NC[C@H](C)S(=O)(=O)N